CC(CCCCCC(=O)O)CCCC(C)C 7,11-dimethyldodecanoic acid